COC1=CC=C(COCC2OC3(CC2C3)C#N)C=C1 (((4-methoxybenzyl)oxy)methyl)-2-oxabicyclo[2.1.1]hexane-1-carbonitrile